1-(2-(3-chlorobenzyl)-2,8-diazaspiro[4.5]decane-8-carbonyl)-1H-pyrazole-3-carboxylic acid ClC=1C=C(CN2CC3(CC2)CCN(CC3)C(=O)N3N=C(C=C3)C(=O)O)C=CC1